[C@@H]12CCC[C@@H](CC1)N2 (1R,5S)-8-azabicyclo[3.2.1]octane